4-[8-amino-3-[(2S)-1-(4-piperidinyl)pyrrol-2-yl]imidazo[1,5-a]pyrazin-1-yl]-N-(2-pyridinyl)benzamide zirconium [Zr].NC=1C=2N(C=CN1)C(=NC2C2=CC=C(C(=O)NC1=NC=CC=C1)C=C2)C=2N(C=CC2)C2CCNCC2